C(C)(C)(C)OC(=O)N1CC(C1)C1=CC(=C(C=C1)OC(F)(F)F)C(F)(F)F 3-(4-(trifluoromethoxy)-3-(trifluoromethyl)phenyl)azetidine-1-carboxylic acid tert-butyl ester